O=C1N(CCC(N1)=O)C1=C(C=C(C=C1)N1[C@@H](CN(CC1)C(=O)OC(C)(C)C)C)F tert-butyl (R)-4-(4-(2,4-dioxotetrahydropyrimidin-1(2H)-yl)-3-fluorophenyl)-3-methylpiperazine-1-carboxylate